C12C(CC3C(C1)C(=O)OC3=O)C(=O)OC2=O 1,2,4,5-cyclohexanetetracarboxylic-1,2:4,5-dianhydride